Cl.FC1=C(OC2CN(C2)CC)C(=CC(=C1)F)F 3-(2,4,6-trifluorophenoxy)-1-ethylazetidine hydrochloride